4-(2-(difluoromethoxy)propan-2-yl)picolinic acid FC(OC(C)(C)C1=CC(=NC=C1)C(=O)O)F